1-cyclopropylpyrrole-3-carboxylic acid methyl ester COC(=O)C1=CN(C=C1)C1CC1